1-(3-nitrophenyl)ethanone [N+](=O)([O-])C=1C=C(C=CC1)C(C)=O